FC1=CC=CC=C1NS(=O)(=O)C1(CC1)C 2-fluoro-3-[(1-methylcyclopropyl)sulfonylamino]Benzene